Dimethyl-dipropylammonium hydroxide [OH-].C[N+](CCC)(CCC)C